tert-butyl (4-(1-methyl-2-oxopiperidin-4-yl)pyridin-3-yl)carbamate CN1C(CC(CC1)C1=C(C=NC=C1)NC(OC(C)(C)C)=O)=O